3,4-dihydroxy-6-hydroxy-7-methoxy-2,2-dimethyl-1(2H)-benzopyran OC=1C(OC2=C(C1O)C=C(C(=C2)OC)O)(C)C